CN1CC(CC1)C1=NN2C(C=CC=C2)=C1 (1-methylpyrrolidin-3-yl)pyrazolo[1,5-a]pyridine